BrC=1N=C2N(C1C(=O)NC1=CC(=C(C=C1)F)Cl)CCC2 2-Bromo-N-(3-chloro-4-fluorophenyl)-6,7-dihydro-5H-pyrrolo[1,2-a]imidazole-3-carboxamide